acetolactone propionate C(CC)(=O)O.C1(CO1)=O